(2S)-2-[[5-[5-(difluoromethyl)-1,3,4-oxadiazol-2-yl]-2-[(1,1-dioxo-3,4-dihydro-2H-thiochromen-6-yl)amino]pyrimidin-4-yl]amino]-2-phenyl-ethanol FC(C1=NN=C(O1)C=1C(=NC(=NC1)NC=1C=C2CCCS(C2=CC1)(=O)=O)N[C@H](CO)C1=CC=CC=C1)F